O=C1NC(CCC1N1C(C2=CC=C(C(=C2C1=O)C)C1(CCN(CC1)CC1=CC=C(C=C1)F)O)=O)=O 2-(2,6-dioxopiperidin-3-yl)-5-(1-(4-fluorobenzyl)-4-hydroxypiperidin-4-yl)-4-methylisoindoline-1,3-dione